tert-butyl (R)-3-((S)-3-(7-bromobenzofuran-5-yl)-1-(tert-butoxy)-1-oxopropane-2-yl)pyrrolidine-1-carboxylate BrC1=CC(=CC=2C=COC21)C[C@H](C(=O)OC(C)(C)C)[C@@H]2CN(CC2)C(=O)OC(C)(C)C